COC1=CC=C(CN[C@@H]2[C@@H](N([C@@H]3CC[C@H]23)C(=O)OC)COC2CCC(CC2)C2=CC=CC=C2)C=C1 methyl (1R,3R,4S,5R)-4-((4-methoxybenzyl)amino)-3-((((1s,4S)-4-phenylcyclohexyl)-oxy)methyl)-2-azabicyclo[3.2.0]heptane-2-carboxylate